O=C1NCCC1NCC1=CC=C(C=C1)NC(OC1=CC=CC=C1)=O phenyl N-(4-[[(2-oxopyrrolidin-3-yl)amino]methyl]phenyl)carbamate